C(#N)C(C)C=1N=C(NC1)CCCCCCCCCCC 1-cyanoethyl-2-undecylimidazole